C1(=CC=CC=C1)NC=1C=CC2=C(NC=N2)C1 N-phenyl-1H-benzo[d]Imidazole-6-amine